C(#N)C(C)N1C=NC=C(C1=O)C1=CC=C(C=C1)C1(CC1)C1=NN(C2=NC(=NC=C21)C(=O)N)C(C)C (1-(4-(1-(1-cyanoethyl)-6-oxo-1,6-dihydropyrimidin-5-yl)phenyl)cyclopropyl)-1-isopropyl-1H-pyrazolo[3,4-d]Pyrimidine-6-carboxamide